C1(=CC=CC=C1)N1C2=CC=CC=C2C2=CC=3NC4=CC=CC=C4C3C=C21 5-phenylindolo[3,2-b]carbazole